4-(3,5-dimethyl-1-{[2-(trimethylsilyl)ethoxy]methyl}-1H-pyrazol-4-yl)-7-methoxy-1,3-benzothiazole CC1=NN(C(=C1C1=CC=C(C2=C1N=CS2)OC)C)COCC[Si](C)(C)C